N'-octadecyl-N',N,N-tris(2-hydroxyethyl)-1,3-propanediamine dihydrofluoride F.F.C(CCCCCCCCCCCCCCCCC)N(CCCN(CCO)CCO)CCO